FC=1C=CC(=C(C1)C(C)NC1=NC=2N(C=C1)N=CC2I)OCC N-(1-(5-fluoro-2-ethoxyphenyl)ethyl)-3-iodopyrazolo[1,5-a]pyrimidin-5-amine